S1CNCC1 1,3-thiazolidine